C12(CC(C1)C2)C(=O)N2[C@H]([C@H](C(C2)(F)F)NS(=O)(=O)C)CC2=C(C(=CC=C2)C2=NC(=CC(=C2)C)C)F N-[(2S,3R)-1-(bicyclo[1.1.1]pentane-1-carbonyl)-2-{[3-(4,6-dimethylpyridin-2-yl)-2-fluorophenyl]methyl}-4,4-difluoropyrrolidin-3-yl]methanesulfonamide